FC1=C(COCC(C)(C)NC(=O)C=2C=C3C(=NC2OC)CCC3)C=CC=C1 N-(1-((2-fluorobenzyl)oxy)-2-methylpropan-2-yl)-2-methoxy-6,7-dihydro-5H-cyclopenta[b]pyridine-3-carboxamide